piperidin-1-yl-(1-tosyl-1H-pyrrolo[2,3-b]pyridin-5-yl)methanone N1(CCCCC1)C(=O)C=1C=C2C(=NC1)N(C=C2)S(=O)(=O)C2=CC=C(C)C=C2